FC=1C=CC2=C(C(NC=3CN(C[C@@H](C23)N(C(=O)C=2NC3=CC=CC=C3C2)C)C)=O)C1 |r| Racemic-N-(8-fluoro-3-methyl-6-oxo-1,2,3,4,5,6-hexahydrobenzo[c][1,7]naphthyridin-1-yl)-N-methyl-1H-indole-2-carboxamide